((R)-1-((R)-2-fluoro-2-methyl-3-oxo-3-(((6-phenylpyridin-2-yl)methyl)amino)propionamido)-2-(p-tolyl)ethyl)boric acid F[C@@](C(=O)N[C@@H](CC1=CC=C(C=C1)C)OB(O)O)(C(NCC1=NC(=CC=C1)C1=CC=CC=C1)=O)C